ClC=1C=C(C=CC1)[C@@](C)(O)C=1C=NC=CC1 (R)-1-(3-chlorophenyl)-1-(3-pyridyl)-1-ethanol